tert-butyl(7-((3aS,4S,6aS)-6,6-bis(hydroxymethyl)-2,2-dimethyltetrahydrofuro[3,4-d][1,3]dioxol-4-yl)thieno[3,2-d]pyrimidin-4-yl)carbamate C(C)(C)(C)OC(NC=1C2=C(N=CN1)C(=CS2)[C@@H]2OC([C@H]1OC(O[C@H]12)(C)C)(CO)CO)=O